tert-butyl (3R)-3-[[2-(5-ethoxy-5-oxo-pent-1-ynyl)thieno[3,2-c]pyridin-4-yl]amino]piperidine-1-carboxylate C(C)OC(CCC#CC1=CC=2C(=NC=CC2S1)N[C@H]1CN(CCC1)C(=O)OC(C)(C)C)=O